FC(OC=1C=NC(=NC1)N[C@H]1C[C@H](CCC1)N1CC2=CC=C(C=C2C1=O)NC(C=C)=O)F N-(2-((1S,3R)-3-((5-(difluoromethoxy)pyrimidin-2-yl)amino)cyclohexyl)-3-oxoisoindolin-5-yl)acrylamide